C(C1=CC=C(C(=O)O)C=C1)(=O)O.NC(C(C)C)(O)N diaminoisobutanol terephthalate